BrC1=CC2=C(CN3[C@@H](CO2)CN(CC3)C(=O)OC(C)(C)C)C=C1F tert-butyl (12aR)-9-bromo-8-fluoro-3,4,12,12a-tetrahydro-6H-pyrazino[2,1-c][1,4]benzooxazepine-2(1H)-carboxylate